N-Benzyl-p-toluene-sulfonamide C(C1=CC=CC=C1)NS(=O)(=O)C1=CC=C(C)C=C1